hydroxyethyl-cyclopropenone OCCC=1C(C1)=O